OCC(CN1C(=CC=C1C(NCC(CO)O)=O)C(=O)O)O 1-(1,2-dihydroxypropan-3-yl)-5-((1,2-dihydroxypropan-3-yl)carbamoyl)-1H-pyrrole-2-carboxylic acid